CN1C=NC(=C1)C(C(C)NNC(NCC)=S)NNC(NCC)=S 2,2'-(1-(1-methyl-1H-imidazol-4-yl)propane-1,2-diyl)bis(N-ethylhydrazine-1-thiocarboxamide)